CC1=CC=C(C=C1)C1=CC=C(C=C1)C1=CC=C(C=C1)CCCCCCCC 4-(4-methylphenyl)-4'-octylbiphenyl